(R)-4-chloro-3-hydroxy-butanoic acid benzyl ester C(C1=CC=CC=C1)OC(C[C@H](CCl)O)=O